5-bromo-3-chloro-1-methyl-1H-pyrazole BrC1=CC(=NN1C)Cl